C(C1=CC=CC=C1)OC(=O)N1C[C@H]([C@H](C1)CC)N(C)C1=C2C(=NC=C1C#N)N(C=C2)S(=O)(=O)C2=CC=CC=C2 (cis)-3-[(5-cyano-1-benzenesulfonyl-1H-pyrrolo[2,3-b]pyridin-4-yl)-methyl-amino]-4-ethyl-pyrrolidine-1-carboxylic acid benzyl ester